1-phenyl-4-(3-(trifluoromethyl)phenoxy)-1H-pyrazole-5-carboxamide C1(=CC=CC=C1)N1N=CC(=C1C(=O)N)OC1=CC(=CC=C1)C(F)(F)F